C(#N)C=1C=C(C=NC1N1N=CC=N1)NC(=O)C=1C=NN(C1C(F)(F)F)C=1C=2N(C=CC1)C=CN2 N-(5-cyano-6-(2H-1,2,3-triazol-2-yl)pyridin-3-yl)-1-(imidazo[1,2-a]pyridin-8-yl)-5-(trifluoromethyl)-1H-pyrazole-4-carboxamide